4-chlorofuro[3,2-c]pyridine 5-oxide ClC1=[N+](C=CC2=C1C=CO2)[O-]